C(C1=CC=CC=C1)N1C=CC(=C1)C1=NNC=C1C1=CC(=CC=C1)Cl N-benzyl-4-[4-(3-chlorophenyl)-1h-pyrazol-3-yl]-1h-pyrrole